N-[(1R,3S)-3-{[6-chloro-2-(trifluoromethyl)quinolin-4-yl]amino}cyclohexyl]-1-(difluoromethyl)-3-methyl-1H-pyrazole-4-carboxamide ClC=1C=C2C(=CC(=NC2=CC1)C(F)(F)F)N[C@@H]1C[C@@H](CCC1)NC(=O)C=1C(=NN(C1)C(F)F)C